N-(4-(N-((3R,5R)-adamantan-1-yl)aminosulfonyl)phenethyl)-3-(cyclopropylmethoxy)benzamide C12(CC3CC(CC(C1)C3)C2)NS(=O)(=O)C2=CC=C(CCNC(C3=CC(=CC=C3)OCC3CC3)=O)C=C2